FC(C1=CC=C(C=C1)C1=NN=C(C2=CC=CC=C12)N[C@H]1CC(NCC1)=O)(F)F |r| racemic-4-((4-(4-(trifluoromethyl)phenyl)phthalazin-1-yl)amino)piperidin-2-one